2-amino-6-borono-2-(3-(phenethylamino)propyl)hexanoic acid NC(C(=O)O)(CCCCB(O)O)CCCNCCC1=CC=CC=C1